FC(C(=O)O)(F)F.N1=C(SC=2CNCCC21)N 4,5,6,7-tetrahydro-[1,3]thiazolo[5,4-c]pyridin-2-amine 2,2,2-trifluoroacetate